N-(4-Amino-1H-pyrazolo[4,3-c]pyridin-7-yl)-2-oxo-2-[rac-(2S,5R)-2-(3-chloro-4-fluoro-phenyl)-5-methyl-1-piperidyl]acetamide NC1=NC=C(C2=C1C=NN2)NC(C(N2[C@@H](CC[C@H](C2)C)C2=CC(=C(C=C2)F)Cl)=O)=O |r|